(5-methyl-4-(trifluoromethyl)pyridin-2-yl)methanol CC=1C(=CC(=NC1)CO)C(F)(F)F